C(=C)C1=CC=C(OC2=C(C=C(C=C2C)C(C)(C)C2=CC=C(C=C2)C(C)(C)C2=CC(=C(C(=C2)C)OC2=CC=C(C=C2)C=C)C)C)C=C1 1,4-bis(2-(4-(4-vinyl-phenoxy)-3,5-dimethyl-phenyl)propane-2-yl)benzene